C(C)OP(=O)(OCC)C(C)(C)C=1C=CC2=C(C=C(S2)C(=O)O)C1 5-[2-(Diethoxyphosphoryl)propan-2-yl]-1-benzothiophene-2-carboxylic Acid